ClC=1C=CC(=C(C(=O)O)C1)NC1=C(C=C(C=C1)F)C(C)C 5-chloro-2-((4-fluoro-2-isopropyl-phenyl)amino)-benzoic acid